2,6-Dimethyl-3-ethyl-4-isopropoxy-phenol CC1=C(C(=CC(=C1CC)OC(C)C)C)O